4-(4-(4-(2,4-dimethylphenyl)piperazin-1-yl)quinolin-6-yl)pyridin-2-amine CC1=C(C=CC(=C1)C)N1CCN(CC1)C1=CC=NC2=CC=C(C=C12)C1=CC(=NC=C1)N